OC[C@@H]1[C@@H]2CC[C@H](CN1)N2C(=O)OC(C)(C)C (1S,2S,5R)-tert-butyl 2-(hydroxymethyl)-3,8-diazabicyclo[3.2.1]octane-8-carboxylate